tert-butyl (7-hydroxyspiro[3.5]nonan-2-yl)(methyl)carbamate OC1CCC2(CC(C2)N(C(OC(C)(C)C)=O)C)CC1